N1C(NCC1)=O imidazoline-2-one